C(C)(C)(C)OC(=O)N1C2CN(CC1C(C2)O)CC2=C(C=C(C=C2)OC)OC.ClC2=C(C(=CC=C2)Cl)C=2N=C(NC2)C=2SC=CC2 4-(2,6-Dichlorophenyl)-2-(2-thienyl)imidazole tert-butyl-3-(2,4-dimethoxybenzyl)-6-hydroxy-3,8-diazabicyclo[3.2.1]octane-8-carboxylate